C1(=CC=CC=C1)[C@H](C)NC1=C(CCC1)C(=O)OCC ethyl (S)-2-((1-phenylethyl)amino)cyclopent-1-ene-1-carboxylate